C[N+](C)(C)C(CCC(=O)[O-])OC(=O)CCCCCCC(=O)O Suberoylcarnitine